7-benzyl-N-(2-hydroxyethyl)-1-isobutyloctahydro-3aH-3,6-methanopyrrolo[3,2-b]pyridine-3a-carboxamide C(C1=CC=CC=C1)C1C2C3(NCC1CC3CN2CC(C)C)C(=O)NCCO